5,7-difluoroquinolin-4-ol FC1=C2C(=CC=NC2=CC(=C1)F)O